N-((1-(6,6-dimethyl-7-oxo-7,8-dihydro-6H-pyrimido[5,4-b][1,4]oxazin-4-yl)-4-phenylpiperidin-4-yl)methyl)sulfamide hydrochloride Cl.CC1(C(NC2=C(O1)C(=NC=N2)N2CCC(CC2)(C2=CC=CC=C2)CNS(=O)(=O)N)=O)C